NC1=C(C2=C(C(N1C1=C(C(=CC=C1C)O)C)=O)SC(=N2)C(C)(C)C)C(=O)N (R)-6-amino-2-(tert-butyl)-5-(3-hydroxy-2,6-dimethylphenyl)-4-oxo-4,5-dihydrothiazolo[5,4-c]pyridine-7-carboxamide